bis((1-tert-butylcyclopentyl)cyclopentadienyl)zirconium dichloride [Cl-].[Cl-].C(C)(C)(C)C1(CCCC1)C1(C=CC=C1)[Zr+2]C1(C=CC=C1)C1(CCCC1)C(C)(C)C